CC=1NC2=CC=CC=C2C1C=C1C(NC(S1)=NC1=CC=C(C=C1)C)=O 5-((2-methyl-1H-indol-3-yl)methylene)-2-(p-tolylimino)thiazolidin-4-one